Tert-Butyl 6-chloro-3-[1-(6-fluoro-2-hydroxy-3-methyl-4-oxoquinazolin-8-yl)ethylamino]pyridine-2-carboxylate ClC1=CC=C(C(=N1)C(=O)OC(C)(C)C)NC(C)C=1C=C(C=C2C(N(C(=NC12)O)C)=O)F